C(CCC)NC(CCCCCCCC)=O N-butyl-pelargonamide